4-[8-(2-chloro-phenyl)-3-hydroxy-quinolin-2-yl]-4-oxo-butyric acid ethyl ester C(C)OC(CCC(=O)C1=NC2=C(C=CC=C2C=C1O)C1=C(C=CC=C1)Cl)=O